FC(C1=NC=CC=C1OC1CCN(CC1)C(=O)OC(C)(C)C)(F)F tert-butyl 4-((2-(trifluoromethyl)pyridin-3-yl)oxy)piperidine-1-carboxylate